C1(C=CC=C1)(CO)CO Cyclopentadienedimethanol